(2R)-N-cyclohexyl-2-{ethyl[2-(pyridin-2-yl)-5H,6H,7H-cyclopenta[d]pyrimidin-4-yl]amino}propanamide C1(CCCCC1)NC([C@@H](C)N(C=1C2=C(N=C(N1)C1=NC=CC=C1)CCC2)CC)=O